N(=C=O)C(C)(C)C1=CC=C(C=C1)C(C)(C)N=C=O 1,4-bis-(2-isocyanatoprop-2-yl)-benzene